4-(4-Methylpiperazin-1-Yl)-1-(Thiophen-3-Ylmethyl)-2-(Trifluoromethyl)-1H-Indole CN1CCN(CC1)C1=C2C=C(N(C2=CC=C1)CC1=CSC=C1)C(F)(F)F